3-methyl-1,2,3-triazole-4-carboxylic acid CN1N=NC=C1C(=O)O